C(CCCCCCC(=O)OC)(=O)OCC(COC(CCC(OCCCCCCCC)OCCCCCCCC)=O)COC(=O)C1CN(CC1)C 1-(3-((4,4-bis(octyloxy)butanoyl)oxy)-2-(((1-methylpyrrolidine-3-carbonyl)oxy)methyl)propyl) 8-methyl octanedioate